C(C(=C)C)(=O)OCCOC1=CC=C(C=C1)CCC 4-(2-Methacryloxyethoxy)phenylpropane